3-fluoro-2-((1S,2S)-2-(4,4,5,5-tetramethyl-1,3,2-dioxaborolan-2-yl)cyclopropyl)pyridine FC=1C(=NC=CC1)[C@@H]1[C@H](C1)B1OC(C(O1)(C)C)(C)C